NC([C@@H]1[C@H](C[C@@H](O1)N1C(=O)NC(=O)C(C)=C1)O)O 5'-Aminothymidine